(S)-3-amino-2-(4-chloro-3-fluorophenyl)-1-(4-((5R,7R)-7-hydroxy-5-methyl-6,7-dihydro-5H-cyclopenta[d]pyrimidin-4-yl)piperazin-1-yl)propan-1-one NC[C@@H](C(=O)N1CCN(CC1)C=1C2=C(N=CN1)[C@@H](C[C@H]2C)O)C2=CC(=C(C=C2)Cl)F